CC1=CC2=C(C3=CC=CC=C3C(=C2C=C1C)OC(CCCCCCCCCCC)=O)OC(CCCCCCCCCCC)=O 2,3-dimethyl-9,10-bis(n-dodecanoyloxy)anthracene